nickel-cobalt-calcium [Ca].[Co].[Ni]